C(CCCCCCC)[Si](OCC)(OCC)OCC octyl-triethoxysilane